COC=1C=C(C=C(C1)OC)/C=C(/C(=O)O)\C1=CC=C(C=C1)O (E)-3-(3,5-dimethoxyphenyl)-2-(4-hydroxyphenyl)acrylic acid